ethyl 2-[3-(3-bromo-4-fluorophenyl)-5-(cyclopropylmethyl)-4-[(3-fluoro-4-sulfamoylphenyl)methyl]pyrazol-1-yl]-1,3-oxazole-4-carboxylate BrC=1C=C(C=CC1F)C1=NN(C(=C1CC1=CC(=C(C=C1)S(N)(=O)=O)F)CC1CC1)C=1OC=C(N1)C(=O)OCC